(S)-1-(2-(1-(2-(2-(2-azidoethoxy)ethoxy)ethyl)-1H-1,2,3-triazol-4-yl)ethyl)-3-(2-(dimethylamino)-3-(4-hydroxyphenyl)propyl)urea N(=[N+]=[N-])CCOCCOCCN1N=NC(=C1)CCNC(=O)NC[C@H](CC1=CC=C(C=C1)O)N(C)C